BrC1=CC=C(C=C1)C1CCN(CC1)C1CCOCC1 4-(4-bromophenyl)-1-(oxan-4-yl)piperidine